hexatridecyl-1,1,3-tris(2-methyl-4-hydroxy-5-tert-butylphenyl)butane triphosphite P(O)(O)O.P(O)(O)O.P(O)(O)O.C(CCCCCCCCCCCC)C(C(C(C(C1=C(C=C(C(=C1)C(C)(C)C)O)C)(C1=C(C=C(C(=C1)C(C)(C)C)O)C)CCCCCCCCCCCCC)(CCCCCCCCCCCCC)CCCCCCCCCCCCC)(C1=C(C=C(C(=C1)C(C)(C)C)O)C)CCCCCCCCCCCCC)CCCCCCCCCCCCC